P(=O)(OCC1=CC=CC=C1)(OCC1=CC=CC=C1)OCCl dibenzyl (chloromethyl) phosphate